(5-n-butylthienyl)(phenyl)methylene(cyclopentadienyl)(fluorenyl)hafnium dichloride [Cl-].[Cl-].C(CCC)C1=CC=C(S1)C(=[Hf+2](C1=CC=CC=2C3=CC=CC=C3CC12)C1C=CC=C1)C1=CC=CC=C1